p-tert-butyl-benzoic acid trifluoromethylthioester (S-(trifluoromethyl) 4-(tert-butyl) benzothioate) FC(S=C(C1=CC=C(C=C1)C(C)(C)C)O)(F)F.FC(SOC(C1=CC=C(C=C1)C(C)(C)C)=O)(F)F